COC1=CC=C(C(=N1)C(C(=O)OC)C(=O)OC)[N+](=O)[O-] 1,3-dimethyl 2-(6-methoxy-3-nitropyridin-2-yl)propanedioate